(S)-3,3,3-trifluoro-N1-(1-(6-nitrobenzofuran-2-yl)ethylidene)propane-1,2-diamine FC([C@H](CN=C(C)C=1OC2=C(C1)C=CC(=C2)[N+](=O)[O-])N)(F)F